(S)-1-(5-(3-(2-chloro-7-(1-methoxyethyl)pyrazolo[1,5-a]pyrimidin-6-yl)ureido)-3-(trifluoromethyl)pyridin-2-yl)-N-methoxy-1h-pyrazole-3-carboxamide ClC1=NN2C(N=CC(=C2[C@H](C)OC)NC(NC=2C=C(C(=NC2)N2N=C(C=C2)C(=O)NOC)C(F)(F)F)=O)=C1